5-methyl-3-(4,4,5,5-tetramethyl-1,3,2-dioxaborolan-2-yl)-1-tosyl-1H-pyrrolo[2,3-b]pyridine CC=1C=C2C(=NC1)N(C=C2B2OC(C(O2)(C)C)(C)C)S(=O)(=O)C2=CC=C(C)C=C2